O1C(CCCC1)O[C@@H](C)C=1N(C=CN1)CC1=NOC(=C1)C1=CC=C(C=C1)C#CC1=CC=C(CN2CCC(CC2)C(=O)O)C=C1 1-(4-((4-(3-((2-((1S)-1-((tetrahydro-2H-pyran-2-yl)oxy)ethyl)-1H-imidazole-1-yl)methyl)isoxazol-5-yl)phenyl)ethynyl)benzyl)piperidine-4-carboxylic acid